CC1(CCN(CC1)C(=O)OC(C(F)(F)F)C(F)(F)F)N(C(=O)C=1N=C2N(CCN(C2)C2COC2)C1)C [2,2,2-Trifluoro-1-(trifluoromethyl)ethyl] 4-methyl-4-[methyl-[7-(oxetan-3-yl)-6,8-dihydro-5H-imidazo[1,2-a]pyrazine-2-carbonyl]amino]piperidine-1-carboxylate